C1(=CC=CC=C1)C(C)NCC1=C(C=C(C(=C1)OC)OC)OC 1-phenyl-N-[(2,4,5-trimethoxyphenyl)methyl]ethanamin